7-[2-(4-methylpiperazin-1-yl)ethoxy]-5-tetrahydropyran-4-yloxy-quinazoline CN1CCN(CC1)CCOC1=CC(=C2C=NC=NC2=C1)OC1CCOCC1